C(CCCCCCCC)(=O)C(O)[C@H](O)[C@@](O)([C@](O)([C@H](OC(CCCCCCCC)=O)CO)C(CCCCCCCC)=O)C(CCCCCCCC)=O 1,3,4,5-O-tetranonanoyl-sorbitol